C([C@H]([C@H]([C@@H]([C@H](C(C(=O)[O-])O)O)O)O)O)O.C([C@H]([C@H]([C@@H]([C@H](C(C(=O)[O-])O)O)O)O)O)O.[Ca+2] The molecule is the calcium salt of (2xi)-D-gluco-heptonic acid. It is used as a calcium supplement for treatment of hypocalcaemia. It contains a (2xi)-D-gluco-heptonate.